3-hydroxy-2-(1H-pyrrol-1-yl)propionic acid OCC(C(=O)O)N1C=CC=C1